BrC1=CC(=NN1C)C(=O)NC 5-bromo-N,1-dimethyl-pyrazole-3-carboxamide